3-Oxo-2-phenyl-6-[6-(trifluoromethyl)-3-pyridyl]pyridazine-4-carboxylic acid O=C1N(N=C(C=C1C(=O)O)C=1C=NC(=CC1)C(F)(F)F)C1=CC=CC=C1